BrC1=C(C=C(OCC[C@H](C)C2CCN(CC2)C(=O)OC(C)(C)C)C=C1)C tert-butyl 4-[(1S)-3-(4-bromo-3-methyl-phenoxy)-1-methyl-propyl]piperidine-1-carboxylate